(R)-(3-(3,4-difluorophenethyl)-1-(2-(pyridin-2-yl)propan-2-yl)pyrrolidin-3-yl)methanol FC=1C=C(CC[C@@]2(CN(CC2)C(C)(C)C2=NC=CC=C2)CO)C=CC1F